N-cyclopropyl-5-fluoro-N-isopropyl-2-((4-(7-((2-oxo-2,3-dihydro-1H-benzo[d]imidazol-5-yl)methyl)-2,7-diazaspiro[4.4]nonan-2-yl)pyrimidin-5-yl)oxy)benzamide C1(CC1)N(C(C1=C(C=CC(=C1)F)OC=1C(=NC=NC1)N1CC2(CC1)CN(CC2)CC2=CC1=C(NC(N1)=O)C=C2)=O)C(C)C